(E)-2-(1-cyclopropylhex-2-en-1-yl)-6-methyl-1,3,6,2-dioxazaborocan-4,8-dione C1(CC1)C(\C=C\CCC)B1OC(CN(CC(O1)=O)C)=O